3-(7-bromo-5-cyclopropyl-1-oxoisoindolin-2-yl)piperidine-2,6-dione BrC=1C=C(C=C2CN(C(C12)=O)C1C(NC(CC1)=O)=O)C1CC1